C1(=CC=CC2=CC3=CC=CC(=C3C=C12)B(O)O)B(O)O Anthracene-1,8-diboronic acid